FC([C@H]1C[C@@H](OC1)C=1C(=NC(=CC1)N1C=NC2=C1C=CC(=C2)NC=2N=NC(=CC2)C)N2N=C(C=C2C)C#N)F 1-[3-[(2R,4S)-4-(difluoromethyl)tetrahydrofuran-2-yl]-6-[5-[(6-methylpyridazin-3-yl)amino]benzimidazol-1-yl]-2-pyridyl]-5-methyl-pyrazole-3-carbonitrile